OC(=O)C(F)(F)F.O=C1NC(CCC1C1=NN(C2=CC(=CC=C12)C1CN(C1)CC(=O)O)C)=O 2-[3-[3-(2,6-dioxo-3-piperidyl)-1-methyl-indazol-6-yl]azetidin-1-yl]acetic acid TFA salt